3-(azetidin-1-yl)-6-(4-cyclopropyl-6-methoxypyrimidin-5-yl)-1-(4-(1-ethyl-4-(trifluoromethyl)-1H-imidazol-2-yl)benzyl)-1H-pyrazolo[3,4-d]pyrimidine N1(CCC1)C1=NN(C2=NC(=NC=C21)C=2C(=NC=NC2OC)C2CC2)CC2=CC=C(C=C2)C=2N(C=C(N2)C(F)(F)F)CC